CC1=NC2=C(C=C(C=C2NC1=O)CN1CCN(CC1)C=1C(=NC(=CC1)C)C(=O)NC)C (4-((2,8-dimethyl-3-oxo-3,4-dihydroquinoxalin-6-yl)methyl)piperazin-1-yl)-N,6-dimethylpyridineamide